ClC1=C(CN2C(N(CC3=CC=C(C=C23)C(=O)NCC2=CC=CC=3OCCOC32)C)=O)C(=CC=C1)F 1-(2-chloro-6-fluorobenzyl)-N-((2,3-dihydrobenzo[b][1,4]dioxin-5-yl)methyl)-3-methyl-2-oxo-1,2,3,4-tetrahydroquinazoline-7-carboxamide